Cl.NC=1C(=NC(=CN1)C=1C=NN(C1)C1CCNCC1)C(=O)O[C@@H](C(=O)NC1=CC=C(C=C1)F)C(C)C (R)-1-((4-fluorophenyl)amino)-3-methyl-1-oxobutan-2-yl 3-amino-6-(1-(piperidin-4-yl)-1H-pyrazol-4-yl)pyrazine-2-carboxylate hydrochloride